Racemic-4-((2,2-difluoro-6-(4-(methoxycarbonyl)phenyl)-7-azaspiro[3.5]non-7-yl)methyl)-5-methoxy-7-methyl-1H-indole-1-carboxylic acid tert-butyl ester C(C)(C)(C)OC(=O)N1C=CC2=C(C(=CC(=C12)C)OC)CN1[C@H](CC2(CC(C2)(F)F)CC1)C1=CC=C(C=C1)C(=O)OC |r|